2,4-dimethylphenyl isothiocyanate CC1=C(C=CC(=C1)C)N=C=S